1-chloro-3-(2-chloro-4-(2-(4-(2-hydroxy-3-(5-(hydroxymethyl)-1H-1,2,3-triazol-1-yl)propoxy)phenyl)propan-2-yl)phenoxy)propan-2-ol ClCC(COC1=C(C=C(C=C1)C(C)(C)C1=CC=C(C=C1)OCC(CN1N=NC=C1CO)O)Cl)O